diethyl (propane-2,2-diylbis(4,1-phenylene)) bis(carbonate) C(OCC)(OC1=CC=C(C=C1)C(C)(C)C1=CC=C(C=C1)OC(OCC)=O)=O